4-bromo-2-thiophenecarboxaldehyde BrC=1C=C(SC1)C=O